Methyl 5,6-difluoro-2-methyl-2H-indazole-3-carboxylate FC1=CC2=C(N(N=C2C=C1F)C)C(=O)OC